C(COCC)OCC 2'-(ethane-1,2-diylbis(oxy))bis(ethane)